S1C2=C(C=C1)C(=CC=C2)N2CCN(C1CCC21)CC[C@@H]2CC[C@H](CC2)NC(N(C)C)=O 3-(trans-4-(2-(5-(benzo[b]thiophen-4-yl)-2,5-diazabicyclo[4.2.0]oct-2-yl)ethyl)cyclohexyl)-1,1-dimethylurea